N1C=C(C2=CC=CC=C12)CCC=1N=C(SC1C(=O)N)CCN1CCN(CC1)C (2-(1H-indol-3-yl)ethyl)-2-(2-(4-methylpiperazin-1-yl)ethyl)thiazole-5-carboxamide